2-(3-(((1R,2R,3S,5R)-2-fluoro-1,5-dimethyl-8-azabicyclo[3.2.1]oct-6-en-3-yl)(methyl)amino)-1,2,4-triazin-6-yl)-5-(1H-1,2,3-triazin-1-yl)phenol F[C@H]1[C@]2(C=C[C@@](C[C@@H]1N(C=1N=NC(=CN1)C1=C(C=C(C=C1)N1NN=CC=C1)O)C)(N2)C)C